BrC=1C=C(C=C(C1)Cl)NC1=NC=C2C(=N1)N(N(C2=O)CC=C)C2=NC(=CC=C2)NC2CCNCC2 6-[(3-bromo-5-chlorophenyl)amino]-1-{6-[(piperidin-4-yl)amino]pyridin-2-yl}-2-(prop-2-en-1-yl)-1H,2H,3H-pyrazolo[3,4-d]pyrimidin-3-one